C(#N)OC1=C(C=CC=C1Cl)Cl 1-cyanooxy-2,6-dichlorobenzene